ClC1=CC=C(CNC(=O)[C@@]23NC([C@H]4[C@H]([C@@H]2N(C[C@@H]3C4)CC(C)C)CC(C)C)=O)C=C1 |o1:9,12,13,14,17| (3S*,3aS*,6R*,7R*,7aS*)-N-(4-chlorobenzyl)-1,7-diisobutyl-5-oxooctahydro-3aH-3,6-methanopyrrolo[3,2-b]pyridine-3a-carboxamide